CC1=NC(=CC(=N1)\C=C(\C(=O)O)/F)C (Z)-3-(2,6-dimethylpyrimidin-4-yl)-2-fluoro-prop-2-enoic acid